N-((8endo)-3-(6-chloropyridazin-4-yl)-3-azabicyclo[3.2.1]octan-8-yl)-8-isopropyl-5-(((S)-1,1,1-trifluoropropan-2-yl)oxy)-[1,2,4]triazolo[1,5-a]pyridin-2-amine ClC1=CC(=CN=N1)N1CC2CCC(C1)C2NC2=NN1C(C(=CC=C1O[C@H](C(F)(F)F)C)C(C)C)=N2